CC1=CCC(O1)=O 5-methylfuran-2(3H)-one